ClCC=1OC(=NN1)\C=C\C1=CC=C(C=C1)F 2-(chloromethyl)-5-[(1E)-2-(4-fluorophenyl)vinyl]-1,3,4-oxadiazole